2-(3-Azabicyclo[3.1.0]hexan-6-yl)ethyl-(7-fluoro-6-(8-methyl-2,3-dihydro-1H-pyrido[2,3-b][1,4]oxazin-7-yl)isochinolin-3-yl)carbamat C12CNCC2C1CCOC(NC=1N=CC2=CC(=C(C=C2C1)C1=C(C2=C(OCCN2)N=C1)C)F)=O